C(C)(C)(C)OC(=O)NCC(C)OC1=NC=CC=C1C(=NC1=NN2C(N=CC(=C2N(CC2=CC=CC=C2)CC2=CC=CC=C2)C2=CC=CC=C2)=C1C(=O)[O-])F (2-((1-(tert-butyloxycarbonylamino)propan-2-yl)oxy) fluoropyridin-3-ylmethyleneamino)-7-(dibenzylamino)-6-phenylpyrazolo[1,5-a]pyrimidin-3-carboxylate